Methyl 6-[(cyanomethyl)amino]-5-(4,4,5,5-tetramethyl-1,3,2-dioxaborolan-2-yl)pyridine-2-carboxylate C(#N)CNC1=C(C=CC(=N1)C(=O)OC)B1OC(C(O1)(C)C)(C)C